(S)-6-bromo-N3-(oxetan-2-ylmethyl)pyridine-3,4-diamine BrC1=CC(=C(C=N1)NC[C@H]1OCC1)N